phenyl-5-(difluoromethyl)-1,3,4-oxadiazole C1(=CC=CC=C1)C=1OC(=NN1)C(F)F